OCCC(CC)C 5-hydroxy-3-methylpentane